4-bromo-5-chloro-3,6-dihydro-1H-furo[3,4-f]quinolin-7-one BrC1=C2C(=C3C=CC(NC3=C1Cl)=O)COC2